1-(6-methoxy-pyridazin-3-yl)-prop-2-yn-1-ol COC1=CC=C(N=N1)C(C#C)O